1-phenyl-N-(4-pyridylmethyl)methanamine C1(=CC=CC=C1)CNCC1=CC=NC=C1